4,4-Dimethyl-N-(4-methylbenzyl)cyclohexan-1-amine CC1(CCC(CC1)NCC1=CC=C(C=C1)C)C